ClC=1C=C2C3(CC(OC2=CC1OCCO)=O)CC(OC1=CC(=C(C=C13)Cl)OCCO)=O 6,6'-dichloro-7,7'-bis(2-hydroxyethoxy)-4,4'-spirobi[chromane]-2,2'-dione